N-(3-methoxybenzyl)-N-(4-morpholinobenzyl)-4-(morpholinomethyl)thiazol-2-amine COC=1C=C(CN(C=2SC=C(N2)CN2CCOCC2)CC2=CC=C(C=C2)N2CCOCC2)C=CC1